(S) or (R)-1-(4-((7-(1-methyl-1H-pyrazol-4-yl)imidazo[1,2-c]pyrimidin-5-yl)oxy)azepan-1-yl)prop-2-en-1-one CN1N=CC(=C1)C1=CC=2N(C(=N1)O[C@@H]1CCN(CCC1)C(C=C)=O)C=CN2 |o1:13|